1-(1-(4-(6-(5-azaspiro[2.3]hexan-5-yl)pyrazin-2-yl)-1H-1,2,3-triazol-1-yl)ethyl)-4-((R)-3-((cyclopropylmethyl)amino)piperidin-1-yl)pyridin-2(1H)-one C1CC12CN(C2)C2=CN=CC(=N2)C=2N=NN(C2)C(C)N2C(C=C(C=C2)N2C[C@@H](CCC2)NCC2CC2)=O